COC1=CC=C(C=C1)CN1N=C2C(C(=NC=C2C(=O)N)C2=C(C=NC=C2)C)=C1 2-[(4-methoxyphenyl)methyl]-4-(3-methylpyridin-4-yl)-2H-pyrazolo[4,3-c]pyridine-7-carboxamide